3-((6-chloro-4-(2-((2,6-dimethylpyrimidin-4-yl)amino)pyrazolo[1,5-a]pyridin-5-yl)pyridin-3-yl)oxy)-2,2-dimethylpropanenitrile ClC1=CC(=C(C=N1)OCC(C#N)(C)C)C1=CC=2N(C=C1)N=C(C2)NC2=NC(=NC(=C2)C)C